C(CC)C1(C=CC=C1)[Zr](C)(C)C1(CC(C2CC=CC=C12)C)C (propylcyclopentadienyl)(1,3-dimethyl-tetrahydroindenyl)dimethylzirconium